N-(2-Amino-5-(trifluoromethyl)phenyl)-3-((4-(6-fluoropyridin-2-yl)phenyl)amino)benzamide NC1=C(C=C(C=C1)C(F)(F)F)NC(C1=CC(=CC=C1)NC1=CC=C(C=C1)C1=NC(=CC=C1)F)=O